ClC1=C(C=NC(=C1)C(NC1(CCC1)C#N)=O)COC1=CC=CC(=N1)C1=CC(=C(CC2=NC3=C(N2C[C@H]2OCC2)C=C(C=C3)C(=O)O)C=C1F)F (S)-2-(4-(6-((4-chloro-6-((1-cyanocyclobutyl)carbamoyl)pyridin-3-yl)methoxy)pyridin-2-yl)-2,5-difluorobenzyl)-1-(oxetan-2-ylmethyl)-1H-benzo[d]imidazole-6-carboxylic acid